2-[(2,6-dichloro-4-pyridinyl)-difluoro-methyl]-5-methyl-morpholine-4-carboxylic acid tert-butyl ester C(C)(C)(C)OC(=O)N1CC(OCC1C)C(F)(F)C1=CC(=NC(=C1)Cl)Cl